4-cyclohexyl-N-(6-fluorobenzo[d]thiazol-2-yl)benzamide tri(n-propylphenyl)thiophosphate C(CC)C1=C(C=CC=C1)OP(=S)(OC1=C(C=CC=C1)CCC)OC1=C(C=CC=C1)CCC.C1(CCCCC1)C1=CC=C(C(=O)NC=2SC3=C(N2)C=CC(=C3)F)C=C1